C1(CCCCC1)CC1=C(C=CC=C1)C 1-cyclohexylmethyl-2-methylbenzene